1-({3,4-difluoro-2-[(2-fluoro-4-iodophenyl)amino]phenyl}carbonyl)-3-(1-methylpyrrolidin-2-yl)azetidin-3-ol FC=1C(=C(C=CC1F)C(=O)N1CC(C1)(O)C1N(CCC1)C)NC1=C(C=C(C=C1)I)F